ClC1=NC(=NC=C1)NC=1C=NN(C1Cl)C chloro-N-(5-chloro-1-methyl-1H-pyrazol-4-yl)pyrimidin-2-amine